CC1(CC=2N3CCN(C(C3=CC2C1)=O)C1=NC=CC(=C1C=O)C1=CN(C(C(=C1)NC1=NC(=NC(=C1)C)C)=O)C)C 2-{4,4-Dimethyl-9-oxo-1,10-diazatricyclo[6.4.0.02,6]dodeca-2(6),7-dien-10-yl}-4-{5-[(2,6-dimethylpyrimidin-4-yl)amino]-1-methyl-6-oxo-1,6-dihydropyridin-3-yl}pyridine-3-carbaldehyde